6S-2,3,8,8-tetramethyltricyclo[5.2.2.0(1,6)]undec-2-ene CC1=C(C23CCC(C2CC1)C(C3)(C)C)C